FC1=C(C=C(C=C1)F)[C@@H]1N(CCC1)C1=NC2=C(C=CN=C2C=C1)C=1C=NN(C1F)C1CCNCC1 (R)-2-(2-(2,5-difluorophenyl)pyrrolidin-1-yl)-8-(5-fluoro-1-(piperidin-4-yl)-1H-pyrazol-4-yl)-1,5-naphthyridine